BrC1=CC=C2C(=NC(=NC2=C1F)OC[C@]12CCCN2C[C@@H](C1)F)C1C=2N(CCCN1)N=C(C2Cl)C(=O)N(C)C (7-bromo-8-fluoro-2-(((2r,7as)-2-fluoro-hexahydro-1H-pyrrolizin-7a-yl)methoxy)quinazolin-4-yl)-3-chloro-N,N-dimethyl-5,6,7,8-tetrahydro-4H-pyrazolo[1,5-a][1,4]diazepine-2-carboxamide